O=C1NC(CCC1NC1=C(C=C(C=C1)C1CCN(CC1)CC(=O)O)F)=O 2-[4-[4-[(2,6-dioxo-3-piperidyl)amino]-3-fluoro-phenyl]-1-piperidyl]acetic acid